3-[(S)-1-((S)-2-Hydroxy-1-phenyl-ethyl)-piperidin-2-yl]-azetidin-3-ol dihydrochloride Cl.Cl.OC[C@H](C1=CC=CC=C1)N1[C@@H](CCCC1)C1(CNC1)O